CC(=O)OC[C@@H]1[C@@H]([C@@H]([C@H]([C@H](O1)OC(=N)C(Cl)(Cl)Cl)OC(=O)C)OC(=O)C)OC(=O)C 2,3,4,6-tetra-O-acetyl-α-D-galactopyranosyl 2,2,2-trichloroacetimidate